2-(2,6-dioxo-3-piperidyl)-4-[2-[(2S)-morpholin-2-yl]ethylamino]isoindoline-1,3-dione O=C1NC(CCC1N1C(C2=CC=CC(=C2C1=O)NCC[C@H]1CNCCO1)=O)=O